3-(4-(methoxycarbonyl)phenyl)-2-methylpropanoic acid COC(=O)C1=CC=C(C=C1)CC(C(=O)O)C